[Eu].FC(S(=O)(=O)O)(F)F trifluoromethanesulfonic acid Europium